propionic acid (vinyl propionate) C(=C)C(C(=O)O)C.C(CC)(=O)O